FC(N1N=C2C=3C=CN=C(CCCCC(C(NC2=C1)=O)C)C3)F 4-(difluoromethyl)-9-methyl-3,4,7,15-tetraazatricyclo[12.3.1.02,6]Octadeca-1(18),2,5,14,16-pentaen-8-one